CN1N=CC(=C1C)C#CC1=CC2=C(CCO2)C=C1 6-((1,5-dimethyl-1H-pyrazol-4-yl)ethynyl)-2,3-dihydrobenzofuran